C1(CC1)C1=CC=C(C=C1)C=1C=C2CCN(C(C2=CC1)=O)C=1C=CC(=C(C1)NS(=O)(=O)C)O N-(5-(6-(4-cyclopropylphenyl)-1-oxo-3,4-dihydroisoquinolin-2(1H)-yl)-2-hydroxyphenyl)methanesulfonamide